3-(hydroxymethyl)-4-methylpyrrolidine-1-carboxylic acid tert-butyl ester C(C)(C)(C)OC(=O)N1CC(C(C1)C)CO